(R)-3-(8-methyl-3-(3-methyl-1,2,4-thiadiazol-5-yl)-7-(methylsulfonyl)-5,6,7,8-tetrahydroimidazo[1,5-a]pyrazin-1-yl)oxazolidin-2-one C[C@@H]1C=2N(CCN1S(=O)(=O)C)C(=NC2N2C(OCC2)=O)C2=NC(=NS2)C